ClCC=1C=CC=C(C1)C1=C2NC(=C1)C=C1C=CC(=N1)C(=C1C=CC(N1)=C(C=1C=CC(N1)=C2C2=CC=CC=C2)C2=CC=CC=C2)CCl 5,10-dichloromethylphenyl-15,20-diphenyl-porphyrin